COC=1C=C(C(=O)NC)C=CC1NCC#CC=1N(C2=CC=CC(=C2C1)NC1CCC(CC1)N(C)CCOC)CC(F)(F)F 3-methoxy-N-methyl-4-{[3-(4-{[(1R,4R)-4-[(2-methoxyethyl)(methyl)amino]cyclohexyl]amino}-1-(2,2,2-trifluoroethyl)-1H-indol-2-yl)prop-2-yn-1-yl]amino}benzamide